COC1=C(C=C(C=N1)N1CC(N(CC1)C(=O)OC(C)(C)C)(C)C)C(=O)OC tert-butyl 4-(6-methoxy-5-(methoxycarbonyl)pyridin-3-yl)-2,2-dimethylpiperazine-1-carboxylate